C(C1=CC=CC=C1)OC1=C(C=CC=C1F)C1=CC(=CC=C1C(F)(F)F)C[C@]1(C[C@H](CC1)NS(=O)(=O)C)C(=O)N (1R,3S)-1-((2'-(benzyloxy)-3'-fluoro-6-(trifluoromethyl)-[1,1'-biphenyl]-3-yl)methyl)-3-(methylsulfonamido)cyclopentane-1-carboxamide